1-(4-(5-(chlorodifluoromethyl)-1,2,4-oxadiazol-3-yl)phenyl)-2-((2,4-dichlorophenyl)amino)ethan-1-one ClC(C1=NC(=NO1)C1=CC=C(C=C1)C(CNC1=C(C=C(C=C1)Cl)Cl)=O)(F)F